2,2,4-trimethyl-hexamethylene diisocyanate CC(CN=C=O)(CC(CCN=C=O)C)C